methoxytetraethylene glycol monomethacrylate C(C(=C)C)(=O)O.COC(COCCOCCOCCO)O